C(C)[SiH](N([SiH](CC)CC)C)CC 1,1,3,3-tetraethyl-2-methyldisilazane